Racemic-cis-5-(3-amino-1-(tert-butyl)-1H-pyrazol-5-yl)tetrahydrofuran-3-yl isopropylcarbamate C(C)(C)NC(O[C@@H]1CO[C@@H](C1)C1=CC(=NN1C(C)(C)C)N)=O |r|